3-chloro-N-((3aR,5r,6aS)-2-(5-(3-cyano-6-ethoxypyrazolo[1,5-a]pyridin-4-yl)pyridin-2-yl)octahydrocyclopenta[c]pyrrol-5-yl)picolinamide ClC=1C(=NC=CC1)C(=O)NC1C[C@@H]2[C@@H](CN(C2)C2=NC=C(C=C2)C=2C=3N(C=C(C2)OCC)N=CC3C#N)C1